CC=1C=C2C(=CC(=C(C2=CC1)OC(C(=C)C)=O)OC(C)=O)OC 6-methyl-2-acetoxy-4-Methoxy-1-methacryloyloxynaphthalene